NCCCNC=1C=C(C=NC1)C1=CC2=C(C=C1OC)OCC1=C2N(N=C1C(=O)N1C(COCC1)(C)C)C1=CC(=CC(=C1)F)F (8-(5-((3-aminopropyl)amino)pyridin-3-yl)-1-(3,5-difluorophenyl)-7-methoxy-1,4-dihydrochromeno[4,3-c]pyrazol-3-yl)(3,3-dimethylmorpholino)methanone